FC1([C@@H](C12CCN(CC2)S(=O)(=O)N)C2=NC(=NO2)C2=C(C=C(C=C2)F)C(F)(F)F)F (2S)-1,1-difluoro-2-{3-[4-fluoro-2-(trifluoromethyl)phenyl]-1,2,4-oxadiazol-5-yl}-6-azaspiro[2.5]octane-6-sulfonamide